ClC1=C(C=CC=C1C1=CC=C(C(=N1)OC)CN1CC(C1)(C(=O)O)C)C1=C(C(=CC=C1)NC=1C2=C(N=C(N1)C)C=CC=N2)C 1-((6-(2-chloro-2'-methyl-3'-((2-methylpyrido[3,2-d]pyrimidin-4-yl)amino)-[1,1'-biphenyl]-3-yl)-2-methoxypyridin-3-yl)methyl)-3-methylazetidine-3-carboxylic acid